(S)-7-(5-ethynyl-6-fluoroisoquinolin-4-yl)-8-fluoro-N-methyl-2-morpholino-N-(pyrrolidin-2-ylmethyl)pyrido[4,3-d]pyrimidin-4-amine C(#C)C1=C2C(=CN=CC2=CC=C1F)C1=C(C=2N=C(N=C(C2C=N1)N(C[C@H]1NCCC1)C)N1CCOCC1)F